FC=1C=C2C(OC(C2=CC1)=O)C 5-Fluoro-3-methyl-isobenzofuran-1(3H)-one